6-chloro-N-(4-(5-methyloxazol-2-yl)benzyl)pyrimidin-4-amine ClC1=CC(=NC=N1)NCC1=CC=C(C=C1)C=1OC(=CN1)C